6-(6-cyclopropyl-7-methoxyimidazo[1,2-b]pyridazin-3-yl)-4-fluoro-N-((3S,4S)-4-fluoropyrrolidin-3-yl)pyridin-2-amine C1(CC1)C=1C(=CC=2N(N1)C(=CN2)C2=CC(=CC(=N2)N[C@H]2CNC[C@@H]2F)F)OC